{1-[1-(2,3-dihydro-1H-inden-2-ylcarbonyl)piperidin-4-yl]-3-[4-(7H-pyrrolo[2,3-d]pyrimidin-4-yl)-1H-pyrazol-1-yl]azetidin-3-yl}acetonitrile C1C(CC2=CC=CC=C12)C(=O)N1CCC(CC1)N1CC(C1)(N1N=CC(=C1)C=1C2=C(N=CN1)NC=C2)CC#N